(phenyl)(5-hexen-1-yl)methylene(cyclopentadienyl)(2,7-di-tert-butylfluoren-9-yl)hafnium dichloride [Cl-].[Cl-].C1(=CC=CC=C1)C(=[Hf+2](C1C2=CC(=CC=C2C=2C=CC(=CC12)C(C)(C)C)C(C)(C)C)C1C=CC=C1)CCCCC=C